(3-(1-isopropyl-4-(trifluoromethyl)-1H-imidazol-2-yl)bicyclo[1.1.1]pent-1-yl)methanol C(C)(C)N1C(=NC(=C1)C(F)(F)F)C12CC(C1)(C2)CO